FC1=CC=C(C=C1)C1=NOC(=C1C(=O)N)C 3-(4-fluorophenyl)-5-methylisoxazole-4-carboxamide